(8R,9R,10S)-N-(2-fluorophenyl)-10-(hydroxymethyl)-9-(4-(pyridin-3-ylethynyl)phenyl)-1,6-diazabicyclo[6.2.0]decane-6-carboxamide FC1=C(C=CC=C1)NC(=O)N1CCCCN2[C@@H]([C@@H]([C@@H]2C1)C1=CC=C(C=C1)C#CC=1C=NC=CC1)CO